(3E)-1-chloro-7,7-diethoxy-3-heptene ClCC\C=C\CCC(OCC)OCC